Methyl 4-methoxy-5-(3-(2-(4-(trifluoromethyl) phenyl) acetamido) propoxy)-2-nitrobenzoate COC1=CC(=C(C(=O)OC)C=C1OCCCNC(CC1=CC=C(C=C1)C(F)(F)F)=O)[N+](=O)[O-]